19-Bromo-1-methoxynonadec-9-yne BrCCCCCCCCCC#CCCCCCCCCOC